(S)-1-cyclopropyl-2-(((2-(4'-fluoro-2'-(4-methyl-4H-1,2,4-triazol-3-yl)-[1,1'-biphenyl]-3-yl)-7-(trifluoromethyl)benzo[d]oxazol-5-yl)methyl)amino)ethan-1-ol C1(CC1)[C@@H](CNCC=1C=C(C2=C(N=C(O2)C=2C=C(C=CC2)C2=C(C=C(C=C2)F)C2=NN=CN2C)C1)C(F)(F)F)O